C(C1=CC=CC=C1)N1C[C@@H](CCC1)NC1=NN=C(C=2N1N=C(C2)C)C2=C(C=C(C=C2)C(F)(F)F)OC(F)F (R)-N-(1-Benzylpiperidin-3-yl)-4-(2-(difluoromethoxy)-4-(trifluoromethyl)phenyl)-2-methylpyrazolo[1,5-d][1,2,4]triazin-7-amine